6-chloro-3-[1-(2-ethylsulfanyl-6-fluoro-3-methyl-4-oxo-benzopyran-8-yl)ethylamino]pyridine-2-carboxylic acid ClC1=CC=C(C(=N1)C(=O)O)NC(C)C1=CC(=CC=2C(C(=C(OC21)SCC)C)=O)F